(1S,4S)-(-)-2-tert-butoxycarbonyl-2,5-diazabicyclo[2.2.1]heptane C(C)(C)(C)OC(=O)N1[C@@H]2CN[C@H](C1)C2